CO[C@H](C)C1=NC=CC=C1B1OC(C(O1)(C)C)(C)C |r| racemic-(R)-2-(1-methoxyethyl)-3-(4,4,5,5-tetramethyl-1,3,2-dioxaborolan-2-yl)pyridine